FC1=C(C(=CC=C1OC)C)C1=CC2=C(N=C(N=C2)S(=O)(=O)C)N2C1=NN=C2 6-(2-fluoro-3-methoxy-6-methylphenyl)-2-(methylsulfonyl)-[1,2,4]triazolo[4',3':1,6]pyrido[2,3-d]pyrimidine